3,7-DIMETHYL-2,6-OCTADIEN-1-OL CC(=CCO)CCC=C(C)C